4-bromo-6-chloro-2,3-dihydroinden-1-one BrC1=C2CCC(C2=CC(=C1)Cl)=O